ClC1=CC=C(C=N1)CN1C(NCC1)N[N+](=O)[O-] 1-(6-chloropyridine-3-ylmethyl)-N-nitroimidazolidine-2-ylamine